(S)-(1-(methoxy(methyl)amino)-1-oxo-propane-2-yl)carbamic acid benzyl ester C(C1=CC=CC=C1)OC(N[C@H](C(=O)N(C)OC)C)=O